N=1NN=NC1CO[C@@H]1[C@H]([C@H]([C@H](O[C@]12OCCCC2)CO)O)N2N=NC(=C2)C2=CC(=C(C(=C2)F)F)F (2R,3R,4S,5R,6S)-5-((2H-tetrazol-5-yl)methoxy)-2-(hydroxymethyl)-4-(4-(3,4,5-trifluorophenyl)-1H-1,2,3-triazol-1-yl)-1,7-dioxaspiro[5.5]undecan-3-ol